3-((4-((1-cyclopropyl-3-(tetrahydro-2H-pyran-4-yl)-1H-pyrazol-4-yl)oxy)pyridin-2-yl)amino)benzenesulfonamide C1(CC1)N1N=C(C(=C1)OC1=CC(=NC=C1)NC=1C=C(C=CC1)S(=O)(=O)N)C1CCOCC1